(4-bromo-2-methylbenzo[d][1,3]dioxol-2-yl)-3-fluorobenzonitrile BrC1=CC=CC=2OC(OC21)(C)C2=C(C#N)C=CC=C2F